BrC1=C(OC2=CC=C(C=C2)N2CC3(C2)CCN(CC3)C(=O)OC(C)(C)C)C=CC(=C1)S(=O)(=O)CC tert-butyl 2-[4-(2-bromo-4-ethylsulfonyl-phenoxy)phenyl]-2,7-diazaspiro[3.5]nonane-7-carboxylate